C(=O)C=1SCCC1.[Cu+] Copper (i) 2-formyl-4,5-dihydrothiophene